N-((4,4-difluorocyclohexyl)(5-((2-oxo-4-(trifluoromethyl)imidazolidin-1-yl)methyl)benzo[d]oxazol-2-yl)methyl)-1-methyl-1H-pyrazole-5-carboxamide FC1(CCC(CC1)C(NC(=O)C1=CC=NN1C)C=1OC2=C(N1)C=C(C=C2)CN2C(NC(C2)C(F)(F)F)=O)F